C1(CC1)NC(C1=CC(=C(C=C1)C)C=1C=NC(=C(C1)C=1N=CN(C1)C)NC(CO)(C)C)=O N-cyclopropyl-3-(6-((1-hydroxy-2-methylpropan-2-yl)amino)-5-(1-methyl-1H-imidazol-4-yl)pyridin-3-yl)-4-methylbenzamide